S1C=NC2C1C=C(C=C2)C(=O)O 3a,7a-dihydrobenzo[d]thiazole-6-carboxylic acid